OC1=CC=C(C=C1)C1=CN=C2C(=N1)NC(N2)=O 6-(4-Hydroxyphenyl)-2-oxo-2,3-dihydro-1H-imidazo[4,5-b]pyrazin